CC(=C)[C@H]1CC[C@@](C=C1)(C)O (-)-menthadienol